BrC=1C=C(C=CC1)C(C(=O)C1=CC=CC=C1)CC(=O)C1=CC=CC=C1 2-(3-bromophenyl)-1,4-diphenylbutane-1,4-dione